4,4'-methylenebis(1,4-phenylene)bis(phthalic acid) C(C1=CC=C(C=C1)C=1C=C(C(C(=O)O)=CC1)C(=O)O)C1=CC=C(C=C1)C=1C=C(C(C(=O)O)=CC1)C(=O)O